2-methyl-3-propylpyrazolo[1,5-a]pyrimidine-6-carbonitrile CC1=NN2C(N=CC(=C2)C#N)=C1CCC